(Z)-2-(6-Chloropyridin-3-yl)-3-(dimethylamino)acrylic acid ethyl ester C(C)OC(\C(=C/N(C)C)\C=1C=NC(=CC1)Cl)=O